C=CCC(CCCCCC)=O decan-1-ene-4-one